C([C@@H](CO)O)C(=O)C=O The molecule is a ketoaldopentose and deoxypentose that is 2-oxopentanal that is substituted at positions 4 and 5 by hydroxy groups (the 4S) enantiomer). It is a 2-oxo aldehyde, a primary alcohol, a secondary alcohol, a glycol, a ketoaldopentose and a deoxypentose.